(3R,4R)-3-Hydroxy-4-((R)-5H-imidazo[5,1-a]isoindol-5-yl)tetrahydrothiophen-1,1-dioxid O[C@H]1CS(C[C@@H]1[C@H]1N2C(C3=CC=CC=C13)=CN=C2)(=O)=O